ClC1=CC(=C(C=C1)C1(OC2=C(O1)C=CC=C2C2CCN(CC2)CC2=NC1=C(N2CC2=CN=CO2)C=C(C=C1)C(=O)O)C)F 2-({4-[2-(4-chloro-2-fluorophenyl)-2-methyl-1,3-benzodioxol-4-yl]piperidin-1-yl}methyl)-1-(1,3-oxazol-5-ylmethyl)-1H-benzimidazole-6-carboxylic acid